fluorosulfonamide lithium salt [Li].FS(=O)(=O)N